tert-butyl 4-[(3aR,4R,6R,6aS)-6-{4-amino-5-iodopyrrolo[2,3-d]pyrimidin-7-yl}-2,2-dimethyl-tetrahydro-3aH-cyclopenta[d][1,3]dioxol-4-yl]piperidine-1-carboxylate NC=1C2=C(N=CN1)N(C=C2I)[C@@H]2C[C@@H]([C@@H]1[C@H]2OC(O1)(C)C)C1CCN(CC1)C(=O)OC(C)(C)C